((R)-3-(2-Chloro-6-fluorophenyl)morpholino)-N-((R,E)-4-(methylsulfonyl)but-3-en-2-yl)pyrazine-2-carboxamide ClC1=C(C(=CC=C1)F)[C@@H]1COCCN1C=1C(=NC=CN1)C(=O)N[C@H](C)\C=C\S(=O)(=O)C